tert-butyl ((trans)-4-(5-(6-chloro-4-(isopropylamino)pyridin-3-yl)-1,3,4-thiadiazol-2-yl)cyclohexyl)carbamate ClC1=CC(=C(C=N1)C1=NN=C(S1)[C@@H]1CC[C@H](CC1)NC(OC(C)(C)C)=O)NC(C)C